2-methyl-3-{methyl[(tricyclo[3.3.1.13,7]dec-2-yl)carbamoyl]phenyl}pyridine-2-carboxylic acid CC1(NC=CC=C1C1=C(C(=CC=C1)C)C(NC1C2CC3CC(CC1C3)C2)=O)C(=O)O